C(C)(=O)N1CCC(CC1)N1CC2(C(N(C=3C2=C2C(=NC3)NC(=C2C2=CC=CC=C2)C2=CC=C(C=C2)CN2CCC(CC2)S(=O)(=O)C)C)=O)C1 1-(1-acetylpiperidin-4-yl)-6'-methyl-2'-(4-((4-(methylsulfonyl)piperidin-1-yl)methyl)phenyl)-1'-phenyl-3',6'-dihydro-7'H-spiro[azetidine-3,8'-dipyrrolo[2,3-b:3',2'-d]pyridin]-7'-one